ClC1=C(C=CC(=C1)OC(F)(F)F)[C@H]1[C@@H](O[C@](C1)(C(F)(F)F)C)C(=O)NC1=CC(=NC=C1)C(=O)N |o1:12,13,15| rel-4-((2R,3S,5R)-3-(2-chloro-4-(trifluoromethoxy)phenyl)-5-methyl-5-(trifluoromethyl)tetrahydrofuran-2-carboxamido)picolinamide